1-(8,9-difluoro-6-((2-aminoethyl)amino)-1,4-dihydro-2H-pyrano[3,4-c]isoquinolin-1-yl)-3-(3-(difluoromethyl)-4-fluorophenyl)-1-methylurea FC=1C(=CC=2C3=C(N=C(C2C1)NCCN)COCC3N(C(=O)NC3=CC(=C(C=C3)F)C(F)F)C)F